COC1=C(C=CC=C1)S(=O)(=O)NC1=NOC2=C1CC1(C3=CC=C(C=C32)N3C(OCC3)=O)CC1 2-Methoxy-N-(8'-(2-oxooxazolidin-3-yl)-4'H-spiro[cyclopropane-1,5'-naphtho[2,1-d]isoxazol]-3'-yl)benzenesulfonamide